methyl-α-(2-pyridyl-(pyridyl)-dithio)-toluene CC(C1=CC=CC=C1)SS(C1=NC=CC=C1)C1=NC=CC=C1